COC=1C(=C2C=CNC2=C(C1)C)CN1[C@H](C[C@@H](CC1)NS(N)(=O)=O)C1=CC=C(C(=O)O)C=C1 |r| (±)-trans-4-(1-((5-methoxy-7-methyl-1H-indol-4-yl)methyl)-4-(sulfamoylamino)piperidin-2-yl)benzoic acid